NC1=C2C(=NC(N1)=O)SC(=C2C)CC 4-amino-6-ethyl-5-methyl-3H-thieno[2,3-d]pyrimidin-2-one